CCCCN=C=S N-butyl isothiocyanate